5-[(4-chloro-2-methyl-anilino)methylene]-2,2-dimethyl-1,3-dioxan-4,6-dione ClC1=CC(=C(NC=C2C(OC(OC2=O)(C)C)=O)C=C1)C